tert-butyl (3-(4-(((benzyloxy)carbonyl)amino)pyridin-2-yl)oxetan-3-yl)carbamate C(C1=CC=CC=C1)OC(=O)NC1=CC(=NC=C1)C1(COC1)NC(OC(C)(C)C)=O